N=1C=C(N2C1C=CC=C2)C(=O)N imidazo(1,2-a)pyridine-3-carboxamide